3-[2-[2-fluoro-4-(trifluoromethyl)phenyl]ethyl]azetidine tert-butyl-(2-fluoro-3-methoxy-6-(4,4,5,5-tetramethyl-1,3,2-dioxaborolan-2-yl)benzyl)carbamate C(C)(C)(C)N(C(O)=O)CC1=C(C(=CC=C1B1OC(C(O1)(C)C)(C)C)OC)F.FC1=C(C=CC(=C1)C(F)(F)F)CCC1CNC1